C12CN(CC2C1)C1=CC=C(C(=N1)C=C)CC1=NN(C(=C1)C(=O)OCC)CC ethyl 3-[(6-{3-azabicyclo[3.1.0]hexan-3-yl}-2-ethenylpyridin-3-yl)methyl]-1-ethyl-1H-pyrazole-5-carboxylate